C(#N)C(C[C@H]1C(NCCC1)=O)NC(=O)[C@H]1N(C2CCC1CC2)C([C@@H](C)NC2=C(C=CC(=C2)F)F)=O (3S)-N-[1-Cyano-2-[(3S)-2-oxo-3-piperidyl]ethyl]-2-[(2R)-2-(2,5-difluoroanilino)propanoyl]-2-azabicyclo[2.2.2]octane-3-carboxamide